N-(2,2-difluoroethyl)-2-(2-fluoro-3,4-dihydroxy-5-methoxyphenyl)-1-(3-methyloxetan-3-yl)-1H-1,3-benzodiazole-6-carboxamide FC(CNC(=O)C=1C=CC2=C(N(C(=N2)C2=C(C(=C(C(=C2)OC)O)O)F)C2(COC2)C)C1)F